(4-(2-(4-Cyanophenyl)-2-oxoacetamido)-3-nitrobenzyl)carbamic acid tert-butyl ester C(C)(C)(C)OC(NCC1=CC(=C(C=C1)NC(C(=O)C1=CC=C(C=C1)C#N)=O)[N+](=O)[O-])=O